FC1=CC=C(C=C1)N1N=CC2=CC(=C(C=C12)C)C12CN(CC2C1C=1OC2=C(N1)C=CC=C2)S(=O)(=O)C2=NN(N=C2)C 2-(1-(1-(4-fluorophenyl)-6-methyl-1H-indazol-5-yl)-3-((2-methyl-2H-1,2,3-triazol-4-yl)sulfonyl)-3-azabicyclo[3.1.0]hexan-6-yl)benzo[d]oxazole